1-(1,1-Difluoro-2-methylpropan-2-yl)-N-{2-fluoro-4-methyl-5-[8-(morpholin-4-yl)imidazo[1,2-a]pyridin-6-yl]phenyl}pyrazole-4-carboxamide FC(C(C)(C)N1N=CC(=C1)C(=O)NC1=C(C=C(C(=C1)C=1C=C(C=2N(C1)C=CN2)N2CCOCC2)C)F)F